N-[1-(3-methyl-2-nitro-imidazol-4-yl)ethyl]-N-[7-morpholino-5-[4-[[5-(2-morpholinoethyl)pyrimidin-2-yl]amino]cyclohexoxy]-1,6-naphthyridin-3-yl]methanesulfonamide CN1C(=NC=C1C(C)N(S(=O)(=O)C)C=1C=NC2=CC(=NC(=C2C1)OC1CCC(CC1)NC1=NC=C(C=N1)CCN1CCOCC1)N1CCOCC1)[N+](=O)[O-]